[4-(1H-tetrazol-5-yl)phenyl]methanamine N1N=NN=C1C1=CC=C(C=C1)CN